5-amino-isophthalic acid NC=1C=C(C=C(C(=O)O)C1)C(=O)O